N-(3-Cyano-4-fluorophenyl)-10-methyl-8-(1,2,4-oxadiazol-5-yl)-11-oxo-3,4,8,9,10,11-hexahydro-1H-pyrido[4',3':3,4]pyrazolo[1,5-a][1,4]diazepine-2(7H)-carboxamide C(#N)C=1C=C(C=CC1F)NC(=O)N1CC=2C(=NN3C2C(N(CC(C3)C3=NC=NO3)C)=O)CC1